O=C1N(CC2=CC(=CC=C12)O[C@H]1[C@H](CCC1)N1CC(C1)C1=NC=CC=C1)N1C(CCCC1=O)=O (1-oxo-5-(((cis)-2-(3-(pyridin-2-yl)azetidin-1-yl)-cyclopentyl)oxy)isoindolin-2-yl)piperidine-2,6-dione